FC(C(N)C1CN(C1)C)(F)F 2,2,2-trifluoro-1-(1-methylazetidin-3-yl)ethan-1-amine